cyclopropylmethan-d2-ol C1(CC1)C(O)([2H])[2H]